FC1=CC(=C(C=C1)C1=CC=C(O1)\C=C/1\C(NC(S1)=O)=O)O 5-[1-[5-(4-Fluoro-2-hydroxyphenyl)-furan-2-yl]-meth-(Z)-ylidene]-thiazolidine-2,4-dione